7-methoxy-4-(3-methyl-1H-indazol-5-yl)-1H-1,3-benzodiazol COC1=CC=C(C2=C1NC=N2)C=2C=C1C(=NNC1=CC2)C